fluoroethyl-choline FCCOCC[N+](C)(C)C